CC1=NN2C(=NN=C(C2=C1)C1=C(C=C(C=C1)C(F)(F)F)O)NC1CN(CCC1)C 2-(2-methyl-7-((1-methylpiperidin-3-yl)amino)pyrazolo[1,5-d][1,2,4]triazin-4-yl)-5-(trifluoromethyl)phenol